benzo[f]quinolin-8-ylboronic acid C1=CC=NC=2C=CC3=C(C12)C=CC(=C3)B(O)O